(R)-2-fluoro-4-(5-methyl-1,3,4-thiadiazol-2-yl)-N-(piperidin-3-yl)-N-(3-vinylthieno[3,2-c]pyridin-4-yl)benzamide FC1=C(C(=O)N(C2=NC=CC3=C2C(=CS3)C=C)[C@H]3CNCCC3)C=CC(=C1)C=1SC(=NN1)C